C1C(OC(=O)O1)CO Glycerol 1,2-carbonate